C(#N)C1(CCC(CC1)NC1=NN2C(C(=N1)OC)=C(C(=C2)F)C2=CC=1N(C=C2)N=CC1C(=O)NC)C 5-(2-(((1s,4s)-4-cyano-4-methylcyclohexyl)amino)-6-fluoro-4-methoxypyrrolo[2,1-f][1,2,4]triazin-5-yl)-N-methylpyrazolo[1,5-a]pyridine-3-carboxamide